N-(3-((7-((3-acetamido-4-((4-methyl-5-nitrothiazol-2-yl)carbamoyl)phenyl)amino)heptyl)amino)propoxy)-3,4-difluoro-2-((2-fluoro-4-iodophenyl)amino)benzamide C(C)(=O)NC=1C=C(C=CC1C(NC=1SC(=C(N1)C)[N+](=O)[O-])=O)NCCCCCCCNCCCONC(C1=C(C(=C(C=C1)F)F)NC1=C(C=C(C=C1)I)F)=O